monoammonium di-hydrogen phosphate P(=O)(O)(O)[O-].[NH4+]